FC1=C(C=CC=C1)C=1N=C(C(=NC1)C(=O)N)CC=1SC(=CC1)C1=CC=C(C=C1)F (2-fluorophenyl)-((5-(4-fluorophenyl)thiophen-2-yl)methyl)pyrazine-2-carboxamide